C[C@]1(CCCC=2N1C(N(N2)CC2=CC=C(C=C2)C)=O)C(=O)OC(C[N+](C)(C)C)CC([O-])=O carnitine O-Methyl-(5S)-2-(4-methylbenzyl)-3-oxo-2,3,5,6,7,8-hexahydro[1,2,4]triazolo[4,3-a]pyridine-5-carboxylate